FC1=C(C=C(C=C1)NC1=NC=CC2=CC(=C(C=C12)NC(CCCN1CCCCC1)=O)OC)OC N-(1-((4-fluoro-3-methoxyphenyl)amino)-6-methoxyisoquinolin-7-yl)-4-(piperidin-1-yl)butanamide